CC1=C(OC(C(=O)O)(C)C)C(=CC(=C1)CN1C(N(CC1=O)C1=CC(=C(C=C1)C(F)(F)F)F)=O)C 2-(2,6-Dimethyl-4-((3-(3-fluoro-4-(trifluoromethyl)phenyl)-2,5-dioxoimidazolin-1-yl)methyl)-phenoxy)-2-methylpropionic acid